N-(5-cyano-4-((3-(methylthio)tetrahydro-2H-pyran-4-yl)amino)pyridin-2-yl)-7-formyl-6-((4-methyl-2-oxopiperazin-1-yl)methyl)-3,4-dihydro-1,8-naphthyridine-1(2H)-carboxamide C(#N)C=1C(=CC(=NC1)NC(=O)N1CCCC2=CC(=C(N=C12)C=O)CN1C(CN(CC1)C)=O)NC1C(COCC1)SC